methyl (1R,5S,6r)-3-(5-(5-fluoro-2',7-dimethyl-1H,2'H-[3,4'-biindazol]-1-yl)pyridin-2-yl)-3-azabicyclo[3.1.0]hexane-6-carboxylate FC=1C=C2C(=NN(C2=C(C1)C)C=1C=CC(=NC1)N1C[C@H]2C([C@H]2C1)C(=O)OC)C=1C2=CN(N=C2C=CC1)C